FC1(CN(C[C@@H]1OC1=NC=CC(=C1)C(F)(F)F)C=1C=2N(N=C(C1)C=1C(NC(NC1)=O)=O)C=CN2)F (S)-5-(8-(3,3-difluoro-4-((4-(trifluoromethyl)pyridin-2-yl)oxy)pyrrolidin-1-yl)imidazo[1,2-b]pyridazin-6-yl)pyrimidine-2,4(1H,3H)-dione